5-(2',4'-Dimethoxy-3,4,5,6-tetrahydro-2H-[1,3']bipyridinyl-4-yl)-2-methyl-7-(2-trifluoromethyl-benzyl)-2,4,5,7-tetrahydro-pyrazolo[3,4-d]pyrimidin-6-on COC1=NC=CC(=C1N1CCC(CC1)N1C(N(C=2C(C1)=CN(N2)C)CC2=C(C=CC=C2)C(F)(F)F)=O)OC